CN(C1=CC=2OC(C(=CC2S1)C(=O)O)=O)CC1=CC=NC=C1 2-(Methyl-pyridin-4-ylmethyl-amino)-5-oxo-5H-thieno[3,2-b]pyran-6-carboxylic acid